(3-(2-nitrophenyl)-1-(tetrahydro-2H-pyran-2-yl)-1H-pyrazol-5-yl)methanol [N+](=O)([O-])C1=C(C=CC=C1)C1=NN(C(=C1)CO)C1OCCCC1